1-methyl-propanesulfonate CC(CC)S(=O)(=O)[O-]